FC1=CC=C2CC3(CCNCC3)C(C2=C1)N 6-fluoro-1,3-dihydro-spiro[indene-2,4'-piperidine]-1-amine